FC=1C=CC(=NC1)NC(=O)C1=CC2=C(N(C1=O)C)CCC2C N-(5-Fluoro-2-pyridyl)-1,5-dimethyl-2-oxo-6,7-dihydro-5H-cyclopenta[b]pyridine-3-carboxamide